N\C(=C/C(=O)OCC)\C(F)(F)F Ethyl (2Z)-3-amino-4,4,4-trifluorobut-2-enoate